CC1=NC=CC(=C1C)C=C 2,3-dimethyl-4-vinylpyridine